N-aminoethyl-N-phenyl-Amine NCCNC1=CC=CC=C1